C(C)N(C=1C(=C(C=C(C1)C1=CC=C(C=C1)CN1CCOCC1)C(=O)O)C)C1CCOCC1 5-[Ethyl-(tetrahydro-2H-pyran-4-yl)amino]-4-methyl-4'-(morpholinomethyl)-(1,1'-biphenyl)-3-carboxylic acid